5-[[(2R)-2-[4-(2-chloro-4-fluoro-phenyl)-2-oxo-chromen-7-yl]oxypropanoyl]amino]pyridine-2-carboxylic acid ClC1=C(C=CC(=C1)F)C1=CC(OC2=CC(=CC=C12)O[C@@H](C(=O)NC=1C=CC(=NC1)C(=O)O)C)=O